6-((2-((3R)-3-amino-4,4-difluoro-1-piperidinyl)-5-(trifluoromethyl)-1H-benzimidazol-1-yl)methyl)-3-pyridinecarbonitrile N[C@@H]1CN(CCC1(F)F)C1=NC2=C(N1CC1=CC=C(C=N1)C#N)C=CC(=C2)C(F)(F)F